BrC1=CC=C2C=3CC4=C(C(C3NC2=C1)(C)C)C=C(C(=C4)CC)N4CCN(CC4)C 3-Bromo-9-ethyl-6,6-dimethyl-8-(4-methylpiperazin-1-yl)-5,6-dihydro-11H-benzo[b]carbazole